(S)-3-benzyl-1-(3-cyclohexyl-1-((3,5-di-tert-butylbenzyl)amino)-1-oxopropan-2-yl)-1H-imidazol-3-ium chloride [Cl-].C(C1=CC=CC=C1)[N+]1=CN(C=C1)[C@H](C(=O)NCC1=CC(=CC(=C1)C(C)(C)C)C(C)(C)C)CC1CCCCC1